2-oxo-pyrrolo[2,3-b]pyridine O=C1C=C2C(N=CC=C2)=N1